5-amino-7-methylbenzo[c][1,2]oxaborole-1(3H)-ol NC1=CC2=C(B(OC2)O)C(=C1)C